O1C(=NC2=C1C=CC=C2)C2=C(C(=C(C(=C2C2=CC=C(C=C2)N2C1=CC=CC=C1C=1C=C(C=CC21)C2=CC=CC=C2)C2=CC1=C(SC3=C1C=CC=C3)C=C2)C2=CC=C(C=C2)N2C3=CC=CC=C3C=3C=C(C=CC23)C2=CC=CC=C2)C#N)C2=CC3=C(SC1=C3C=CC=C1)C=C2 6'-(benzo[d]oxazol-2-yl)-2',5'-bis(dibenzo[b,d]thiophen-2-yl)-4,4''-bis(3-phenyl-9H-carbazol-9-yl)-[1,1':3',1''-terphenyl]-4'-carbonitrile